OC[C@H](C1=CC=CC=C1)NC1=CC(=NC=C1C1=NC(=NO1)C12CCN(CC1)CC2)NC2=NC=C1C(=N2)N(NC1=O)C (S)-6-((4-((2-hydroxy-1-phenylethyl)amino)-5-(3-(quinuclidin-4-yl)-1,2,4-oxadiazol-5-yl)pyridin-2-yl)amino)-1-methyl-1,2-dihydro-3H-pyrazolo[3,4-d]pyrimidin-3-one